6-methyl-2-(1-phenylimidazo[1,5-a]pyridin-3-yl)quinoline CC=1C=C2C=CC(=NC2=CC1)C1=NC(=C2N1C=CC=C2)C2=CC=CC=C2